N[C@H](C(=O)NC(C(=O)[O-])CC1=CC=C(C=C1)F)CC1=CC(=CC(=C1)SCCCl)SCCCl [[(2S)-2-amino-3-[3,5-bis(2-chloroethylsulfanyl)phenyl]propanoyl]amino]-3-(4-fluorophenyl)propanoate